CN1N=CC2=CC=C(C=C12)C1=C2CN(C(C2=CC=C1)=O)C[C@H]1OC1 4-(1-methyl-1H-indazol-6-yl)-2-{[(2R)-oxiran-2-yl]methyl}-2,3-dihydro-1H-isoindol-1-one